(3-(methylthio)pyridin-2-yl)methylamine dihydrochloride Cl.Cl.CSC=1C(=NC=CC1)CN